C(C)(C)C1=CNC2=CC=C(C=C12)C1CCC2(OCCO2)CC1 3-isopropyl-5-(1,4-dioxaspiro[4.5]dec-8-yl)-1H-indole